C(C)OC=1C=C(C=2N(C1)N=CC2C#N)C=2C=NC(=CC2)N2CCN(CC2)C(=O)C=2SC(=CC2)C#C 6-ethoxy-4-(6-(4-(5-ethynylthiophene-2-carbonyl)piperazin-1-yl)pyridin-3-yl)pyrazolo[1,5-a]pyridine-3-carbonitrile